[Si](C)(C)(C(C)(C)C)OC1C(OCC1F)C(=O)O 3-[(tert-butyldimethylsilyl)oxy]-4-Fluorooxacyclopentane-2-carboxylic acid